2-{(R)-1-[4-(4-Amino-7-methyl-7H-pyrrolo[2,3-d]pyrimidin-5-yl)-phenyl]-ethylamino}-5-cyano-N-[(S)-1-(4-fluoro-phenyl)-ethyl]-nicotinamide NC=1C2=C(N=CN1)N(C=C2C2=CC=C(C=C2)[C@@H](C)NC2=C(C(=O)N[C@@H](C)C1=CC=C(C=C1)F)C=C(C=N2)C#N)C